(1R,3S)-3-{5-[(phenylacetyl)amino]-1H-pyrazol-3-yl}cyclopentyl[(2S)-1-methoxypropan-2-yl]carbamate C1(=CC=CC=C1)CC(=O)NC1=CC(=NN1)[C@@H]1C[C@@H](CC1)N(C([O-])=O)[C@H](COC)C